(diethylsilan-diyl)-bis((2-methyl-4-tert-butyl-phenylindenyl))silane (R)-1-(2-chlorophenyl)ethyl-(5-(5-amino-6-methylpyridin-2-yl)-3-methylisoxazol-4-yl)carbamate ClC1=C(C=CC=C1)[C@@H](C)N(C(O)=O)C=1C(=NOC1C1=NC(=C(C=C1)N)C)C.C(C)[Si](CC)=[Si](C1C(=CC2=CC=CC=C12)C1=C(C=C(C=C1)C(C)(C)C)C)C1C(=CC2=CC=CC=C12)C1=C(C=C(C=C1)C(C)(C)C)C